ethyl 1-(4-fluorophenyl)-5-amino-1H-pyrazole-4-carboxylate FC1=CC=C(C=C1)N1N=CC(=C1N)C(=O)OCC